C(C)(=O)N1CC2(C1)CC(C2)C2=NN(C=1C=CC=C(C21)C2=C(C=C1C=NN(C1=C2)C)F)CC(=O)O (3-{2-acetyl-2-azaspiro[3.3]heptan-6-yl}-5'-fluoro-1'-methyl-[4,6'-biindazol]-1-yl)acetic acid